N6-(2,3-dihydro-1H-inden-4-yl)-5-fluoro-N6-methyl-1H-pyrazolo[3,4-b]pyridine-3,6-diamine C1CCC2=C(C=CC=C12)N(C1=C(C=C2C(=N1)NN=C2N)F)C